tert-butyl 4-[(2-{3-[5-(difluoromethyl)-1,3,4-oxadiazol-2-yl]-5-fluorophenyl}pyridin-3-yl)oxy]piperidine-1-carboxylate FC(C1=NN=C(O1)C=1C=C(C=C(C1)F)C1=NC=CC=C1OC1CCN(CC1)C(=O)OC(C)(C)C)F